N(=[N+]=[N-])C1CC(C1)NC=1C(=NON1)C1=NOC(N1C1=CC(=C(C=C1)F)Br)=O (4-((3-azidocyclobutyl)amino)-1,2,5-oxadiazol-3-yl)-4-(3-bromo-4-fluorophenyl)-1,2,4-oxadiazol-5(4H)-one